1-(4Z,7Z,10Z,13Z,16Z,19Z-docosahexaenoyl)-2-(6Z,9Z,12Z,15Z-octadecatetraenoyl)-glycero-3-phospho-(1'-sn-glycerol) CC/C=C\C/C=C\C/C=C\C/C=C\CCCCC(=O)O[C@H](COC(=O)CC/C=C\C/C=C\C/C=C\C/C=C\C/C=C\C/C=C\CC)COP(=O)(O)OC[C@H](CO)O